4-(oximino)-4,5,6,7-tetrahydrobenzofuran-2-sulfonamide N(O)=C1CCCC2=C1C=C(O2)S(=O)(=O)N